4-bromo-1-fluoro-2-(methoxymethoxy)naphthalene BrC1=CC(=C(C2=CC=CC=C12)F)OCOC